CC1(CC(CO1)OC1=NN(C=C1NC=O)C([2H])([2H])[2H])C N-(3-((5,5-dimethyltetrahydrofuran-3-yl)oxy)-1-(methyl-d3)-1H-pyrazol-4-yl)formamide